2-Chloro-N4-(3-[N-(1,1-dimethylethyl)sulfamoyl]phenyl)-5-carbamoylpyrimidin-4-amine ClC1=NC=C(C(=N1)NC1=CC(=CC=C1)S(NC(C)(C)C)(=O)=O)C(N)=O